Bis(Glycidoxy)Tetramethyldisilane C(C1CO1)O[Si]([Si](C)(C)C)(C)OCC1CO1